N12C[C@H](C(CC1)CC2)OC(N[C@@H]2C(CCC1=CC(=CC=C21)C2=CC(=C(C(=C2)C)OCCC)C)(C)C)=O (S)-quinuclidin-3-yl((R)-6-(3,5-dimethyl-4-propoxyphenyl)-2,2-dimethyl-1,2,3,4-tetrahydronaphthalen-1-yl)carbamate